tolylethanone hydrobromide Br.C1(=C(C=CC=C1)C(C)=O)C